3-fluoro-N-(3-methyl-2-(4-(trifluoromethyl)phenethoxy)pyridin-4-yl)-1H-indol-6-amine FC1=CNC2=CC(=CC=C12)NC1=C(C(=NC=C1)OCCC1=CC=C(C=C1)C(F)(F)F)C